O=C1NC(CCC1N1C(C2=CC=CC(=C2C1)OCCN1CCC(CC1)OC=1C=C(C=CC1)S(=O)(=O)N1CCC(CC1)NC(OC(C)(C)C)=O)=O)=O tert-butyl (1-((3-((1-(2-((2-(2,6-dioxopiperidin-3-yl)-1-oxoisoindolin-4-yl)-oxy)ethyl)piperidin-4-yl)oxy)phenyl)sulfonyl)piperidin-4-yl)carbamate